α-D-glucopyranosyl-(1→4)-α-D-glucopyranosyl-(1→4)-α-D-glucopyranosyl-(1→4)-α-D-glucopyranosyl-(1→4)-α-D-glucopyranosyl-(1→4)-D-glucose [C@H]1([C@H](O)[C@@H](O)[C@H](O)[C@H](O1)CO)O[C@H]1[C@@H]([C@H]([C@H](O[C@@H]1CO)O[C@H]1[C@@H]([C@H]([C@H](O[C@@H]1CO)O[C@H]1[C@@H]([C@H]([C@H](O[C@@H]1CO)O[C@H]1[C@@H]([C@H]([C@H](O[C@@H]1CO)O[C@@H]([C@@H]([C@H](C=O)O)O)[C@H](O)CO)O)O)O)O)O)O)O)O